3,4-dihydro-quinoxaline N1=CCNC2=CC=CC=C12